FC1(CC(C1)CC(=O)N[C@@H](C(F)F)C1=CC=2N(N=C1)C=C(N2)[C@@H](NC(=O)C2=CC=NN2C(C)C)C2CCC(CC2)(F)F)F |o1:9| N-((S)-(7-((R*)-1-(2-(3,3-Difluorocyclobutyl)acetamido)-2,2-difluoroethyl)imidazo[1,2-b]pyridazin-2-yl)(4,4-difluorocyclohexyl)methyl)-1-isopropyl-1H-pyrazole-5-carboxamide